ClC[C@@H]1CN(C(O1)=O)C (5S)-5-(chloromethyl)-3-methyl-oxazolidin-2-one